NC1=C2C(N(C(C2=CC(=C1)Br)=O)CC1=CC=C(C=C1)OC)C1=C(C=CC(=C1)F)Cl 4-amino-6-bromo-3-(2-chloro-5-fluorophenyl)-2-(4-methoxybenzyl)isoindol-1-one